C(#N)C=1C(=NC2=CC=NC21)C#N dicyanopyrrolopyrrole